ClC[C@H](COC1=C(C=C(C=C1)C(C)(C)C1=CC=C(C=C1)OC[C@@H](CN1N=NC=C1CO)O)I)O (s)-1-chloro-3-(4-(2-(4-((R)-2-hydroxy-3-(5-(hydroxymethyl)-1H-1,2,3-triazol-1-yl)propoxy)phenyl)propan-2-yl)-2-iodophenoxy)propan-2-ol